FC(C(=O)N1CC(C1)N1N=C(C2=C1N(C(C=C2)=O)C)C2=CC=C(C=C2)C(F)(F)F)=C 1-(1-(2-fluoroacryloyl)azetidin-3-yl)-7-methyl-3-(4-(trifluoromethyl)phenyl)-1,7-dihydro-6H-pyrazolo[3,4-b]pyridin-6-one